Racemic-4-((6-(1-(2-ethoxy-2-oxoethyl)-1H-pyrazol-4-yl)-2,2-difluoro-7-azaspiro[3.5]non-7-yl)methyl)-5-methoxy-7-methyl-1H-indole-1-carboxylic acid tert-butyl ester C(C)(C)(C)OC(=O)N1C=CC2=C(C(=CC(=C12)C)OC)CN1[C@H](CC2(CC(C2)(F)F)CC1)C=1C=NN(C1)CC(=O)OCC |r|